[C@@H]1([C@H](O)[C@H](O)[C@@H](CN[C@@H](CCS)C(=O)O)O1)N1C=NC=2C(N)=NC=NC12 N-adenosylhomocysteine